OC1=CC=NC2=CC(=NC(=C12)NC1CC2CCC(C1)N2CCC#N)NC2=NNC(=C2)C 3-((3-exo)-3-((4-hydroxy-7-((5-methyl-1H-pyrazol-3-yl)amino)-1,6-naphthyridin-5-yl)amino)-8-azabicyclo[3.2.1]octan-8-yl)propionitrile